FC(C=1C=NC(=NC1)N1CCN(CC1)C(=O)C1CCN(CC1)C(=O)OC(C)(C)C)(F)F tert-butyl 4-(4-(5-(trifluoromethyl)pyrimidin-2-yl)piperazine-1-carbonyl)piperidine-1-carboxylate